C[NH+]1CCC2=CC(=C(C3=C2[C@@H]1CC4=CC(=C(C=C43)OC)OC)OC)OC The molecule is an organic cation that is the conjugate acid of (R)-glaucine, obtained by protonation of the tertiary amino group; major species at pH 7.3. It is an ammonium ion derivative and an organic cation. It is a conjugate acid of a (S)-glaucine.